O1CCN(CC1)C=1C2=C(N=CN1)N(C(=C2)C2=CC=C(C=C2)NC(=O)C2CCNCC2)COCC[Si](C)(C)C N-(4-(4-morpholino-7-((2-(trimethylsilyl)ethoxy)methyl)-7H-pyrrolo[2,3-d]pyrimidin-6-yl)phenyl)piperidine-4-carboxamide